p-tert-butylphenyl-acetic acid C(C)(C)(C)C1=CC=C(C=C1)CC(=O)O